[Cl-].[Cl-].C[Si](=[Zr+2](C1=C(C=C(C1C)C)C=1OC(=CC1)[Si](C)(C)C)C1=C(C=C(C1C)C)C=1OC(=CC1)[Si](C)(C)C)C Rac-dimethylsilanediylbis[2-(5-trimethylsilylfuran-2-yl)-4,5-dimethylcyclopentadien-1-yl]zirconium dichloride